CN1C=NC2=C1C(=CC(=C2)C)OC2=CC=C(C=C2)OC(F)(F)F 1,5-dimethyl-7-(4-(trifluoromethoxy)phenoxy)-1H-benzo[d]imidazole